S1C(=NC2=C1C=CC=C2)N\N=C\2/C(C1=CC=C(C=C1C2)Cl)=O (Z)-2-(2-(benzo[d]thiazol-2-yl)hydrazineylidene)-5-chloro-2,3-dihydro-1H-inden-1-one